(R)-3-hydroxy-4-(4-((1-methylpiperidin-3-yl)amino)-5,6,7,8-tetrahydrophthalazin-1-yl)benzonitrile OC=1C=C(C#N)C=CC1C1=NN=C(C=2CCCCC12)N[C@H]1CN(CCC1)C